(2R,3R,4S,5R)-2-{4-aminopyrrolo[2,1-f][1,2,4]Triazin-7-yl}-3,4-dihydroxy-5-(hydroxymethyl)tetrahydrofuran-2-carbonitrile NC1=NC=NN2C1=CC=C2[C@@]2(O[C@@H]([C@H]([C@H]2O)O)CO)C#N